OCCC1=C(O)C=CC(=C1)C(C)(C)C1=CC=C(C=C1)O monohydroxyethyl-bisphenol A